C1(CCC1)OC=1C(=CC=2C(N1)=NN(C2)C[C@@H]2COCC2)C(=O)NC=2C=NN1C2N=CC(=C1)C (R)-6-Cyclobutoxy-N-(6-methylpyrazolo[1,5-a]pyrimidin-3-yl)-2-((tetrahydrofuran-3-yl)methyl)-2H-pyrazolo[3,4-b]pyridine-5-carboxamide